4-(5-bromothiazol-2-yl)benzaldehyde BrC1=CN=C(S1)C1=CC=C(C=O)C=C1